C(C)(C)(C)OC(=O)NCCOCCOC(=O)OC1=CC=C(C(=O)O)C=C1 4-[2-[2-(tert-butoxycarbonylamino)ethoxy]ethoxycarbonyloxy]benzoic acid